C(C)[C@]1(C(NC(N1)=O)=O)C1=CC=C(C=C1)C(=O)N1CCN(CC1)C1=NC=C(C=C1C)CC (R)-5-ethyl-5-{4-[4-(5-ethyl-3-methylpyridin-2-yl)piperazine-1-carbonyl]phenyl}imidazolidine-2,4-dione